7-(4-{[2-(3-methoxy-1-methyl-1H-pyrazol-4-yl)pyrrolidin-1-yl]methyl}phenoxy)-2,2-dimethyl-4H-1,3-benzodioxin-4-one COC1=NN(C=C1C1N(CCC1)CC1=CC=C(OC=2C=CC3=C(OC(OC3=O)(C)C)C2)C=C1)C